C(C)(C)(C)OC(=O)N=C(N1C[C@@H](CCC1)C1=NC(=NO1)C1=CC=C(C=C1)CCCCCCCCC)NC(OC(C)(C)C)=O tert-butyl (R)-(((tert-butoxycarbonyl)imino)(3-(3-(4-nonylphenyl)-1,2,4-oxadiazol-5-yl)piperidin-1-yl)methyl)carbamate